ClCC(=O)N1[C@@H](CCC1)C (R)-2-chloro-1-(2-methylpyrrolidin-1-yl)ethan-1-one